FC1=C(C=CC=C1)CC(=O)NC1=CC(=C(C=C1)N1N=C2C=CC=CC2=C1)S(N)(=O)=O 2-(2-fluorophenyl)-N-[4-(2H-indazol-2-yl)-3-sulfamoylphenyl]acetamide